1-[2-(2-tert-butyl-phenoxy)-pyridin-3-yl]-3-{4-[1-(methyl-thiophen-2-ylmethylamino)-ethyl]-phenyl}-urea C(C)(C)(C)C1=C(OC2=NC=CC=C2NC(=O)NC2=CC=C(C=C2)C(C)N(CC=2SC=CC2)C)C=CC=C1